2-p-fluorophenyl-maleonitrile FC1=CC=C(C=C1)/C(/C#N)=C/C#N